C(C1=CC=CC=C1)N(C1CN(CC1O[Si](C)(C)C(C)(C)C)C(=O)OC(C)(C)C)C tert-butyl 3-(benzyl(methyl)amino)-4-((tert-butyldimethylsilyl)oxy)pyrrolidine-1-carboxylate